BrC1=CN=C(C2=CC(=CC=C12)Cl)N 4-Bromo-7-chloroisoquinolin-1-amine